2-[6-[[5-(trifluoromethyl)-2-pyridyl]methyl]-2-azaspiro[3.3]heptane-2-carbonyl]-7-oxa-2,5-diazaspiro[3.4]octan-6-one FC(C=1C=CC(=NC1)CC1CC2(CN(C2)C(=O)N2CC3(C2)NC(OC3)=O)C1)(F)F